p-methoxybenzylideneamine COC1=CC=C(C=N)C=C1